1-[2-[2-[(E,3R)-5-[3-(Benzenesulfonamido)phenyl]-3-hydroxypent-4-enoxy]phenyl]ethyl]cyclopropane-1-carboxylic acid C1(=CC=CC=C1)S(=O)(=O)NC=1C=C(C=CC1)/C=C/[C@@H](CCOC1=C(C=CC=C1)CCC1(CC1)C(=O)O)O